NC1=NC=CC=C1S(=O)(=O)NC(=O)C=1C(=NC(=CC1)C1=C(C=C(C=C1)OC)F)N1C(C[C@@H](C1)C)(C)C N-[(2-Amino-3-pyridyl)sulfonyl]-6-(2-fluoro-4-methoxyphenyl)-2-[(4S)-2,2,4-trimethylpyrrolidin-1-yl]pyridin-3-carboxamid